OC1=C(C(=O)O)C=C(C=C1)NCC1=C(C(=C(C(=C1F)F)C(F)(F)F)F)F 2-hydroxy-5-[2,3,5,6-Tetrafluoro-4-(trifluoromethyl)benzylamino]benzoic acid